C(=O)O.COCCN1C(=NC2=C1C=C(C=C2)C(=O)O)CN2CCC(CC2)C2=CC=CC=1OC(OC12)(C1=CC(=CC=C1)C(F)(F)F)C 1-(2-methoxyethyl)-2-[(4-{2-methyl-2-[3-(trifluoromethyl)phenyl]-1,3-benzodioxol-4-yl}piperidin-1-yl)methyl]-1H-benzimidazole-6-carboxylic acid, formate salt